tert-butyl 5-cyano-2,2-dimethyl-2,3-dihydro-1H-pyrrolo[2,3-c]pyridine-1-carboxylate C(#N)C=1C=C2C(=CN1)N(C(C2)(C)C)C(=O)OC(C)(C)C